1-[(5-acetyl-2-pyridyl)methyl]-3,7-dimethylpurine-2,6-dione (2R,3S,4S)-4-hydroxy-2-[(4-methoxyphenyl)methyl]pyrrolidin-3-yl-3-(2,5-dioxopiperazin-1-yl)propanoate O[C@@H]1[C@H]([C@H](NC1)CC1=CC=C(C=C1)OC)OC(CCN1C(CNC(C1)=O)=O)=O.C(C)(=O)C=1C=CC(=NC1)CN1C(N(C=2N=CN(C2C1=O)C)C)=O